{[(2R,3S,4R,5R)-5-{2-chloro-6-[(cyclopropylmethyl)amino]-9H-purin-9-yl}-3,4-dihydroxyoxolan-2-yl-methoxy]methyl}phosphonic acid ClC1=NC(=C2N=CN(C2=N1)[C@H]1[C@@H]([C@@H]([C@H](O1)COCP(O)(O)=O)O)O)NCC1CC1